6-(4-((4-(1H-pyrazol-4-yl)phenyl)amino)pyrimidin-2-yl)-5-chloro-N-methyl-1H-indole-2-carboxamide N1N=CC(=C1)C1=CC=C(C=C1)NC1=NC(=NC=C1)C1=C(C=C2C=C(NC2=C1)C(=O)NC)Cl